Gadolinium 2,2',2''-{(2s)-10-(carboxymethyl)-2-[4-(2-ethoxyethoxy)benzyl]-1,4,7,10-tetraazacyclododecane-1,4,7-triyl}triacetat C(=O)(O)CN1CCN(CCN(C[C@@H](N(CC1)CC(=O)[O-])CC1=CC=C(C=C1)OCCOCC)CC(=O)[O-])CC(=O)[O-].[Gd+3]